(5-{3-[(2-fluorobenzyl)oxy]-4-methoxybenzylidene}-4-oxo-2-thioxo-1,3-thiazolidin-3-yl)acetic acid FC1=C(COC=2C=C(C=C3C(N(C(S3)=S)CC(=O)O)=O)C=CC2OC)C=CC=C1